(E)-N-(2-butoxyphenyl)-3-(2,3-dihydrobenzofuran-5-yl)acrylamide C(CCC)OC1=C(C=CC=C1)NC(\C=C\C=1C=CC2=C(CCO2)C1)=O